CC(CCCCCCCCCC=CCCCCCCCCCCCCCCC)CCCCCCCCCCC 27-Methyl-16-octatriacontene